COC(=O)C1=CC2=C(N=C(S2)N)C(=C1)C1CCCC1 2-amino-4-cyclopentyl-1,3-benzothiazole-6-carboxylic acid methyl ester